CC=1N=CSC1C1=CC=C(C=C1)CNC1CC1 N-[[4-(4-methylthiazol-5-yl)phenyl]methyl]cyclopropaneamine